ClC1=CC(=CC2=CC=CC=C12)C(=O)O 4-chloro-naphthalen-2-carboxylic acid